7-alpha-hydroxycholesterol C[C@H](CCCC(C)C)[C@H]1CC[C@@H]2[C@@]1(CC[C@H]3[C@H]2[C@@H](C=C4[C@@]3(CC[C@@H](C4)O)C)O)C